NC=1C=C(C=CC1)C=1C=C(C=C2C=NC=NC12)C=1C=C(NC2=CC(=CC=C2)C(F)(F)F)C=CC1 3-(8-(3-aminophenyl)quinazolin-6-yl)-N-(3-(trifluoromethyl)phenyl)aniline